(2R,3S)-N-ethyl-2-((((CIS)-4-isopropylcyclohexyl)oxy)methyl)-3-(1H-pyrazol-5-yl)piperidine-1-carboxamide C(C)NC(=O)N1[C@H]([C@H](CCC1)C1=CC=NN1)CO[C@@H]1CC[C@@H](CC1)C(C)C